(4,6-diphenyl-1,3,5-triazin-2-yl)-5-(hexyl)oxyphenol C1(=CC=CC=C1)C1=NC(=NC(=N1)C1=CC=CC=C1)C1=C(C=C(C=C1)OCCCCCC)O